C[C@H]1N(CCOC1)C1=NC2=C(N=CC=C2C(=C1)C1=CC(=NN1C)C(F)(F)F)C1=CC=NN1 2-[(3R)-3-methylmorpholin-4-yl]-4-[1-methyl-3-(trifluoromethyl)-1H-pyrazol-5-yl]-8-(1H-pyrazol-5-yl)-1,7-naphthyridine